CN(C1=CC=C(C=C1)C1=CC=C(C=C1)CN(C(=O)C1CCCCC1)C1=CC(=CC=C1)NCC(C)C)C N-((4'-(Dimethylamino)-[1,1'-biphenyl]-4-yl)methyl)-N-(3-(isobutylamino)phenyl)cyclohexane-carboxamide